C[C@H](CC(=O)O)O (-)-3-hydroxy-n-butyric acid